hexahydro-4-(hydroxymethyl)-2-oxo-2H-cyclopenta[b]furan-5-yl 1,1'-biphenyl-4-carboxylate C1(=CC=C(C=C1)C(=O)OC1C(C2C(OC(C2)=O)C1)CO)C1=CC=CC=C1